CC12C(CC(CC1)(C2)C)(C(=O)O)C 1,2,4-trimethyl-bicyclo[2.2.1]heptane-2-carboxylic acid